Ethyl-4-(piperazin-1-yl)benzoate C(C)OC(C1=CC=C(C=C1)N1CCNCC1)=O